N1N=CC(=C1)C=1C=C(C=NC1)N1CCOCC1 4-(5-(1H-pyrazol-4-yl)pyridin-3-yl)morpholine